O=C(CCC(=O)N1CC2=CC=CC=C2CC1C(=O)N)C1=CC=CC=C1 2-(4-OXO-4-PHENYLBUTANOYL)-1,2,3,4-TETRAHYDROISOQUINOLINE-3-CARBOXAMIDE